C(C)(C)(C)N1CCN(CC1)C1=NC=C(N=C1)C(F)(F)F Tert-butyl-4-(5-(trifluoromethyl)pyrazin-2-yl)piperazine